1-[(2-chloro-3-fluoro-4-nitro-phenoxy)methyl]-2-oxabicyclo[2.1.1]hexane ClC1=C(OCC23OCC(C2)C3)C=CC(=C1F)[N+](=O)[O-]